BrC1=CC(=C(C=C1F)CC=1N(C2=C(N1)C=CC(=C2)C(=O)OC)[C@H]([C@H](C)OC)C)F Methyl 2-[(4-bromo-2,5-difluoro-phenyl)methyl]-3-[(1S,2S)-2-methoxy-1-methyl-propyl]benzimidazole-5-carboxylate